4,5-dimethyl-1,2-dihydropyridazine-3,6-dione CC=1C(NNC(C1C)=O)=O